FC(C1=NN=C(O1)C=1C=NN2C1C=C(C=C2N2CCN(CC2)C(=O)N(C)C)S(NC2(CC2)C)(=O)=O)F 4-(3-(5-(difluoromethyl)-1,3,4-oxadiazol-2-yl)-5-(N-(1-methylcyclopropyl)sulfamoyl)pyrazolo[1,5-a]pyridin-7-yl)-N,N-dimethylpiperazine-1-carboxamide